C1(=CC=CC=C1)CC(=O)OC[C@@H]1[C@H]([C@H]([C@@H](O1)N1C(=O)NC(=O)C=C1)O)O 5'-O-PHENYLACETYLURIDIN